CC1NCC1OCC1=C(C(=CC=C1)C(F)(F)F)C 2-Methyl-3-[[2-methyl-3-(trifluoromethyl)phenyl]methoxy]azetidine